FC1=CC=C(C=C1)CCN1CC(C=2C1=NC=CN2)(C)C 5-(4-fluorophenylethyl)-7,7-dimethyl-6,7-dihydro-5H-pyrrolo[2,3-b]pyrazine